O1C(OCC1)C1=C(C=CC=C1OCC1=CC=C(C=C1)OC)C=1C=NN(C1)C1=NC=CC(=C1)C(=O)OC methyl 2-{4-[2-(1,3-dioxolan-2-yl)-3-[(4-methoxyphenyl)methoxy]phenyl]pyrazol-1-yl}pyridine-4-carboxylate